FC=1C=C2[C@H]3CCCN3C=3C=CN4N=CC(C(NC5=CC=NN5CCOC2=NC1)=O)=C4N3 (6R)-9-fluoro-13-oxa-2,11,16,17,21,25,26,29-octaazahexacyclo[21.5.2.02,6.07,12.016,20.026,30]triaconta-1(29),7,9,11,17,19,23(30),24,27-nonaen-22-one